5-phenyl-3-(4-(prop-2-yn-1-yloxy)phenyl)-1H-pyrrole C1(=CC=CC=C1)C1=CC(=CN1)C1=CC=C(C=C1)OCC#C